N-(7-(cyclobutylmethyl)-7-azaspiro[3.5]nonan-2-yl)-N-phenylfuran-2-carboxamide hydrochloride Cl.C1(CCC1)CN1CCC2(CC(C2)N(C(=O)C=2OC=CC2)C2=CC=CC=C2)CC1